C(C1=CC=CC=C1)OC=1C=C2CCN3[C@H](C2=CC1OC)CC([C@H](C3)CC(C)(C)C)=O (3S,11bS)-9-(benzyloxy)-10-methoxy-3-neopentyl-1,3,4,6,7,11b-hexahydro-2H-pyrido[2,1-a]isoquinolin-2-one